3-(2,6-difluoro-3,5-dimethoxyphenyl)-1-ethyl-7-(1-methyl-1H-pyrazol-3-yl)-3,4-dihydropyrido[4,3-d]pyrimidin-2(1H)-one FC1=C(C(=C(C=C1OC)OC)F)N1C(N(C2=C(C1)C=NC(=C2)C2=NN(C=C2)C)CC)=O